4-(oxetan-3-yloxy)-N-[(1R,3S)-3-[6-(1H-pyrazol-5-yl)-[1,2,4]triazolo[4,3-a]pyridin-3-yl]cyclohexyl]-5-(trifluoromethyl)pyrimidin-2-amine O1CC(C1)OC1=NC(=NC=C1C(F)(F)F)N[C@H]1C[C@H](CCC1)C1=NN=C2N1C=C(C=C2)C2=CC=NN2